ClC1=CC=CC(=N1)C1=NC(=NC(=N1)N[C@@H](C(F)(F)F)C)N[C@@H](C(F)(F)F)C 6-(6-chloropyridin-2-yl)-2-N,4-N-bis[(2R)-1,1,1-trifluoropropan-2-yl]-1,3,5-triazine-2,4-diamine